FC1=C(N=CC2=C1N=C(N=C2N2CC(CCC2)CO)OCC21CCCN1CCC2)C2=CC=CC1=CC=CC(=C21)F (1-(8-fluoro-7-(8-fluoronaphthalen-1-yl)-2-((tetrahydro-1H-pyrrolizin-7a(s)-yl)methoxy)pyrido[4,3-d]pyrimidin-4-yl)piperidin-3-yl)methanol